6-(prop-1-en-2-yl)imidazo[1,5-a]pyridine C=C(C)C=1C=CC=2N(C1)C=NC2